O.O1CCN(CC1)CCS(=O)(=O)O 2-morpholinoethanesulfonic acid-monohydrate